ClC=1C(=C(C=NC1)NC=1C2=C(N=CN1)C=CC(=N2)N2[C@@H]1CN([C@H](C2)C1)C(=O)OC(C)(C)C)F tert-butyl (1S,4S)-5-[4-[(5-chloro-4-fluoro-3-pyridyl)amino]pyrido[3,2-d]pyrimidin-6-yl]-2,5-diazabicyclo[2.2.1]heptane-2-carboxylate